methyl (2R)-{[(benzyloxy)carbonyl]amino}(dimethoxyphosphoryl)acetate C(C1=CC=CC=C1)OC(=O)N[C@@H](C(=O)OC)P(=O)(OC)OC